4,5-dimethoxy-3-ethylthio-phenethylamine COC1=C(C=C(CCN)C=C1OC)SCC